FC1(C(C(C(C(C1(F)F)(F)F)(F)F)(C(F)(F)F)F)(F)F)C(F)(F)F perfluoro(m-dimethylcyclohexane)